(R)-4-methyl-N-(4-methyl-1-morpholino-1-oxopent-2-yl)benzenesulfonamide CC1=CC=C(C=C1)S(=O)(=O)N[C@@H](C(=O)N1CCOCC1)CC(C)C